OC(C)(C)C=1C=C(OC1)S(=O)(=O)NC(NC1=C(C=C(C(=O)N)C=C1C(C)C)C(C)C)=O 4-(3-(4-(2-hydroxypropan-2-yl)furan-2-ylsulfonyl)ureido)-3,5-diisopropylbenzamide